ClC1=NPC=CC=C1 chlorophosphazepine